BrCCCCCOC1=CC=C(C=C1)C1=CC=C(C=C1)Cl 4-(5-Bromopentyloxy)-4'-chlorobiphenyl